C(C1=CC=CC=C1)OC1=NC(=CC=C1C1=NN(C2=CC(=CC=C12)N1CCN(CC1)[C@@H](CCC1CCC(CC1)OC=1C(=C(C=CC1)O)C)C(F)(F)F)C)OCC1=CC=CC=C1 3-(((1R,4r)-4-((S)-3-(4-(3-(2,6-bis(benzyloxy)pyridin-3-yl)-1-methyl-1H-indazol-6-yl)piperazin-1-yl)-4,4,4-trifluorobutyl)cyclohexyl)oxy)-2-methylphenol